C1(CC1)NC(=O)N1CCC(CC1)C(NS(=O)C(C)(C)C)C1=C(C=C(C(=C1)Cl)Cl)OCC=C N-cyclopropyl-4-[[4,5-dichloro-2-(prop-2-en-1-yloxy)phenyl][(2-methylpropane-2-sulfinyl)amino]methyl]piperidine-1-carboxamide